Methyl 1-(4-fluorobenzyl)-5-(methylcarbamoyl)-6-oxo-1,6-dihydropyridine-3-carboxylate FC1=CC=C(CN2C=C(C=C(C2=O)C(NC)=O)C(=O)OC)C=C1